C(C)N(C=NC1=C(C=C(C(=C1)C)CC1=CC=C(C=C1)C)S(=O)(=O)C)C N-ethyl-N-methyl-N'-(5-methyl-4-(4-methylbenzyl)-2-(methylsulfonyl)phenyl)formimidamide